(5-methylpiperidin-2-yl)-2-(trifluoromethyl)benzo[d]thiazole CC1CCC(NC1)C1=CC=CC2=C1N=C(S2)C(F)(F)F